BrC1=CC=C(C=C1)C1=CC2=C(S1)C1=CC=CC=C1C=C2 2-(4-bromophenyl)naphtho[1,2-b]thiophene